(hydroxymethyl)hexahydro-1H-pyrrolizin-1-ol OCC1(CCN2CCCC12)O